FC1=C(C(=CC=C1)OC)N1N=C2C(=CC1=O)NN=C2C=2C=NC(=NC2)N2CCOCC2 5-(2-Fluoro-6-methoxyphenyl)-3-(2-morpholinyl-pyrimidin-5-yl)-1H-pyrazolo[4,3-c]pyridazin-6(5H)-on